COC(COC1=NC=CC=C1OC1=C(C=C(C(=C1)N1N=C(N(C1=O)C(F)F)C)F)Cl)=O 2-[[3-[2-chloro-5-[4-(difluoromethyl)-3-methyl-5-oxo-1,2,4-triazol-1-yl]-4-fluorophenoxy]-2-pyridinyl]oxy]acetic acid methyl ester